omega-hydroxystearate C(CCCCCCCCC(=O)[O-])CCCCCCCCO